O1CCOC12CCN(CC2)C=2C=CC(=NC2)C(=O)OC methyl 5-(1,4-dioxa-8-azaspiro[4.5]decan-8-yl)picolinate